N4-[2-(6-methyl-2-pyridyl)pyrimidin-4-yl]-N2-(3-piperazin-1-ylphenyl)pyrimidine-2,4-diamine CC1=CC=CC(=N1)C1=NC=CC(=N1)NC1=NC(=NC=C1)NC1=CC(=CC=C1)N1CCNCC1